C(CCCCCCCCC(=O)O)(=O)O decane-dioic acid